C(CCCCCCCCCCCCCC)N(CCS(=O)(=O)O)S(=O)(=O)O pentadecyl-sulfotaurine